C(C)(C)(C)OC(=O)NC1CCN(CC1)C1=NC=C(C=N1)OC=1C=C(C(=O)OC)C=C(N1)Cl methyl 2-((2-(4-((tert-butoxycarbonyl) amino) piperidin-1-yl) pyrimidin-5-yl) oxy)-6-chloroisonicotinate